2-(2,6-Dimethyl-4-((5-oxo-4-(4-(trifluoromethoxy)phenyl)-4,5-dihydro-1H-1,2,4-Triazol-1-yl)methyl)phenoxy)ethyl propionate C(CC)(=O)OCCOC1=C(C=C(C=C1C)CN1N=CN(C1=O)C1=CC=C(C=C1)OC(F)(F)F)C